4-(4-hydroxy-4-methylpentyl)cyclohex-3-enecarbaldehyde OC(CCCC1=CCC(CC1)C=O)(C)C